B(O)(O)O.O1C=NC=C1.O1C=NC=C1 bis(oxazole) borate